N1C(=NC2=CC3=C(CCNCC3)C=C21)C2=C(C1=C(NC2=O)C=CS1)NC(C)C 6-(1,5,6,7,8,9-hexahydroimidazo[4',5':4,5]benzo[1,2-d]azepin-2-yl)-7-(isopropylamino)thieno[3,2-b]pyridin-5(4H)-one